CN(C)C[C@@]1(C(C1)(F)F)COC=1N=C(C2=C(N1)CN(C2)C(=O)OC(C)(C)C)N2[C@@H](CCCCC2)C tert-butyl 2-(((R)-1-((dimethylamino)methyl)-2,2-difluorocyclopropyl)methoxy)-4-((R)-2-methylazepan-1-yl)-5,7-dihydro-6H-pyrrolo[3,4-d]pyrimidine-6-carboxylate